ClC1=C(C(=CC=C1)F)C1=N[C@H](C2=NN=C(N2C=2SC=3CC(CC3C12)C=O)C=1N=NC=CC1)C (7S)-9-(2-chloro-6-fluoro-phenyl)-7-methyl-3-pyridazin-3-yl-16-thia-2,4,5,8-tetrazatetracyclo[8.6.0.02,6.011,15]hexadeca-1(10),3,5,8,11(15)-pentaene-13-carbaldehyde